4-Methylene-Glutamate C=C(C[C@H](N)C(=O)[O-])C(=O)[O-]